COC1=NC=CC(=C1)C=O 2-methoxypyridin-4-ylmethanone